4-((1S,3S,5R)-8-((5-cyclopropyl-7-methyl-1-p-toluenesulfonyl-1H-indol-4-yl)methyl)-3-ethoxy-8-azabicyclo[3.2.1]oct-1-yl)benzoic acid methyl ester COC(C1=CC=C(C=C1)[C@@]12C[C@H](C[C@@H](CC1)N2CC2=C1C=CN(C1=C(C=C2C2CC2)C)S(=O)(=O)C2=CC=C(C)C=C2)OCC)=O